Cl.Cl.OC12CC(C1)(C2)C(=O)NC=2C=CC(=NC2)C=2N=NN(C2NC(O[C@H](C)C=2C(=NC=CC2)Cl)=O)C (R)-1-(2-chloropyridin-3-yl)ethyl (4-(5-(3-hydroxybicyclo[1.1.1]pentane-1-carboxamido)pyridin-2-yl)-1-methyl-1H-1,2,3-triazol-5-yl)carbamate dihydrochloride